3-(6-((4-(2-(5-chloropyridin-2-yl)-2-methylbenzo[d][1,3]dioxol-4-yl)piperidin-1-yl)methyl)-5-methylpyridin-3-yl)-5-(trifluoromethyl)-1,2,4-oxadiazole ClC=1C=CC(=NC1)C1(OC2=C(O1)C=CC=C2C2CCN(CC2)CC2=C(C=C(C=N2)C2=NOC(=N2)C(F)(F)F)C)C